4-(4-chloro-2-ethynylphenyl)dibenzo[b,d]furan ClC1=CC(=C(C=C1)C1=CC=CC2=C1OC1=C2C=CC=C1)C#C